tetraphenylphosphonium bromid [Br-].C1(=CC=CC=C1)[P+](C1=CC=CC=C1)(C1=CC=CC=C1)C1=CC=CC=C1